N-(1-(3-cyanophenyl)-3-methyl-1H-pyrazol-5-yl)pyrazolo[1,5-a]pyrimidine-3-carboxamide C(#N)C=1C=C(C=CC1)N1N=C(C=C1NC(=O)C=1C=NN2C1N=CC=C2)C